NCCONC(=O)[C@H]1N2C(N([C@H](CC1)C2)OS(=O)(=O)OCC(C(=O)[O-])(C(=O)[O-])C)=O 2-((((((2S,5R)-2-((2-aminoethoxy) carbamoyl)-7-oxo-1,6-diazabicyclo[3.2.1]octane-6-yl) oxy) sulfonyl) oxy) methyl)-2-methylmalonate